3-(3-(difluoromethoxy)phenyl)-4,4-difluoro-N-(3-methyl-1,1-dioxidotetrahydrothiophen-3-yl)-1-(tetrahydro-2H-pyran-4-yl)-4,5,6,7-tetrahydro-1H-indazole-6-carboxamide FC(OC=1C=C(C=CC1)C1=NN(C=2CC(CC(C12)(F)F)C(=O)NC1(CS(CC1)(=O)=O)C)C1CCOCC1)F